CN(C=O)C.[Zn] zinc dl-N,N-dimethylformamide